BrC1=CC=2C3=C(N(C2C=C1)CCCCBr)C=1C=C(C=CC1N3CCCCBr)Br 3,8-dibromo-5,10-bis(4-bromobutyl)-5,10-dihydroindolo[3,2-b]indole